C(C)(C)(C)C=1C=C(C=C(C1O)C(C)(C)C)CCC(=O)O 3-(3',5'-di-tert-butyl-4-hydroxyphenyl)-propionic acid